hexyloxy cetyloxy phosphate P(=O)(OOCCCCCC)(OOCCCCCCCCCCCCCCCC)[O-]